7-cyclopropyl-1-phenyl-1,3-dihydro-quinazoline-2,4-dione C1(CC1)C1=CC=C2C(NC(N(C2=C1)C1=CC=CC=C1)=O)=O